FC1(CN(CC[C@@]12COC1=C3CN(C(C3=CC=C12)=O)[C@@H]1C(NC(CC1)=O)=O)CC1=CC(=CC=C1)C=1C=NN(C1)C1COC1)F (S)-3-((R)-3',3'-difluoro-1'-(3-(1-(oxetan-3-yl)-1H-pyrazol-4-yl)benzyl)-6-oxo-6,8-dihydro-2H,7H-spiro[furo[2,3-e]isoindole-3,4'-piperidin]-7-yl)piperidine-2,6-dione